C(#N)C=1C(=NNC1)C1(CC1)C(=O)N[C@H](C(=O)O)CCN(CCCCC1=NC=2NCCCC2C=C1)C[C@@H](CF)OC (S)-2-(1-(4-cyano-1H-pyrazol-3-yl)cyclopropane-1-carboxamido)-4-(((S)-3-fluoro-2-methoxypropyl)(4-(5,6,7,8-tetrahydro-1,8-naphthyridin-2-yl)butyl)amino)butanoic acid